[PH4]N phosphoranamine